[2-[5,7-difluoro-2-(4-fluorophenyl)-1H-indol-3-yl]ethyl]-3-[1-(fluoromethyl)-2-hydroxy-ethyl]urea FC=1C=C2C(=C(NC2=C(C1)F)C1=CC=C(C=C1)F)CCNC(=O)NC(CO)CF